piperidin-4-ylmethane N1CCC(CC1)C